3-(sec-butyl)-6-fluoro-4-(3-hydroxyazetidine-1-carbonyl)-1,3,4,5-tetrahydro-2H-pyrido[3,4-e][1,4]diazepin-2-one C(C)(CC)C1N(CC2=C(NC1=O)C=NC=C2F)C(=O)N2CC(C2)O